(3-methyl-azetidin-3-yl)-[5-(5-methyl-[1,2,4]oxadiazol-3-yl)-pyridin-3-yl]-methanol, hydrochloride salt Cl.CC1(CNC1)C(O)C=1C=NC=C(C1)C1=NOC(=N1)C